2-(1-(4-(5-chloro-2-(1H-tetrazol-1-yl)phenyl)-2-oxopyridin-1(2H)-yl)-2-phenylethyl)-1H-benzo[d]imidazole-5-carboxylic acid ClC=1C=CC(=C(C1)C1=CC(N(C=C1)C(CC1=CC=CC=C1)C1=NC2=C(N1)C=CC(=C2)C(=O)O)=O)N2N=NN=C2